[Pd].C1(=CC=CC=C1)P(C1=CC=CC=C1)C1=CC=CC=C1 (triphenyl)phosphine palladium (0)